N1=C(C=CC=C1)C=1CCNCC1 1',2',3',6'-tetrahydro-[2,4'-bipyridyl]